CC=1N=C(SC1S(=O)(=O)N1CCN(CC1)C[C@H](C)NC1=NC=NC2=C(C=CC=C12)C(F)(F)F)NC(OC)=O Methyl N-[4-methyl-5-({4-[(2S)-2-{[8-(trifluoromethyl)quinazolin-4-yl]amino}propyl]piperazin-1-yl}sulfonyl)-1,3-thiazol-2-yl]carbamate